1-(2-(dimethylamino)ethyl)-3-methoxy-1H-pyrazol-4-amine CN(CCN1N=C(C(=C1)N)OC)C